5-benzyl-N-(4-(2-ethoxyphenyl)pyridin-2-yl)-4H-1,2,4-triazole-3-carboxamide C(C1=CC=CC=C1)C=1NC(=NN1)C(=O)NC1=NC=CC(=C1)C1=C(C=CC=C1)OCC